N-(2-pyridyl)benzene-1,4-diamine N1=C(C=CC=C1)NC1=CC=C(C=C1)N